1,1-di(tert-butylperoxy)-3,3,5-tri-methylcyclohexane C(C)(C)(C)OOC1(CC(CC(C1)C)(C)C)OOC(C)(C)C